BrN1C2(N3C(=C(C=CC3=O)C)C1=O)CCC1(CC2)C(C1)C(=O)O bromo-8''-methyl-1'',5''-dioxo-1'',5''-dihydro-2''H-dispiro[cyclopropane-1,1'-cyclohexane-4',3''-imidazo[1,5-a]pyridine]-2-carboxylic acid